[N+](=O)([O-])C1=CC=C(COC(=O)N[C@@H]([C@H](OCC2CCOCC2)C)C(=O)OC)C=C1 Methyl N-(((4-nitrobenzyl)oxy)carbonyl)-O-((tetrahydro-2H-pyran-4-yl)methyl)-L-threoninate